ClC=1C=C(C#N)C=C(C1)C(C)(C)C1=CC=C(C=C1)OCC1=NC(=NC=C1)N1CCC(CC1)C#CC=1C=C2C(N(C(C2=CC1)=O)C1C(NC(CC1)=O)=O)=O 3-Chloro-5-(2-(4-((2-(4-((2-(2,6-dioxopiperidin-3-yl)-1,3-dioxoisoindoline-5-yl)ethynyl)piperidin-1-yl)pyrimidin-4-yl)methoxy)phenyl)prop-2-yl)benzonitrile